C(C)OC1=CC=C(C=N1)C1=CN=CC(=N1)C(=O)N[C@H]1CC2=C(C=CC(=C2CC1)OC)F (R)-6-(6-ethoxypyridin-3-yl)-N-(8-fluoro-5-methoxy-1,2,3,4-tetrahydronaphthalen-2-yl)pyrazine-2-carboxamide